C1(CC1)C1=NN(C=C1)[C@H](C(=O)O)C (S)-2-(3-cyclopropyl-1H-pyrazol-1-yl)propanoic acid